C(C)(C)(C)OC(=O)NC(C(C(=O)O)F)CN1N=C(N=N1)C1=CC=C(C=C1)OC1=NC=C(C=C1F)Cl 3-((tert-butoxycarbonyl)amino)-4-(5-(4-((5-chloro-3-fluoropyridin-2-yl)oxy)phenyl)-2H-tetrazol-2-yl)-2-fluorobutyric acid